C(C)(C)(C)OC(NC=1CN(C(CC1)CO[Si](C1=CC=CC=C1)(C1=CC=CC=C1)C(C)(C)C)CC1=CC=CC=C1)=O (1-benzyl-6-(((tert-butyldiphenylsilyl)oxy)methyl)-1,2,5,6-tetrahydropyridin-3-yl)carbamic acid tert-butyl ester